1,3-dimethyl-1H-pyrazole-4-formaldehyde CN1N=C(C(=C1)C=O)C